9-(2-Chloro-6-fluorophenyl)-2-(1-methyl-1H-pyrazol-4-yl)imidazo[1',2':1,2]pyrido[3,4-b]pyrazine ClC1=C(C(=CC=C1)F)C=1N=C2N(C=CC=3C2=NC(=CN3)C=3C=NN(C3)C)C1